COCCN1N=CC(=C1)C1=CC=2C(=NC=C(C2)C(=O)NC=2C(=NC=C(C2)NC(CN2CCCCC2)=O)C)N1 2-(1-(2-methoxyethyl)-1H-pyrazol-4-yl)-N-(2-methyl-5-(2-(piperidin-1-yl)acetamido)pyridin-3-yl)-1H-pyrrolo[2,3-b]pyridine-5-carboxamide